5-hydroxy-N-[(2-methoxyphenyl)methyl]-5-phenyl-octahydrocyclopenta[c]pyrrole-2-carboxamide OC1(CC2C(CN(C2)C(=O)NCC2=C(C=CC=C2)OC)C1)C1=CC=CC=C1